C(C1=CC=CC=C1)O[C@H]1[C@H]([N+](=C[C@@H]1OCC1=CC=CC=C1)[O-])[C@@H](COCC1=CC=CC=C1)OCC1=CC=CC=C1 (2R,3S,4S)-3,4-bis(benzyloxy)-2-((S)-1,2-bis(benzyloxy)ethyl)-3,4-dihydro-2H-pyrrole-1-oxide